2-[3-(4-Chloro-3-fluorophenyl)-1-ethyl-1H-1,2,4-triazol-5-yl]-N-[(1R,2S)-2-hydroxy-2,3-dihydro-1H-inden-1-yl]acetamid ClC1=C(C=C(C=C1)C1=NN(C(=N1)CC(=O)N[C@H]1[C@H](CC2=CC=CC=C12)O)CC)F